5-(pyridin-2-ylmethoxy)benzo[c][1,2]oxaborol-1(3H)-ol N1=C(C=CC=C1)COC1=CC2=C(B(OC2)O)C=C1